C(CCC)N1C(C=2N(C(=C1C)CC)C(=NN2)C2(CC2)C2CC2)=O 7-butyl-3-(1-cyclopropylcyclopropyl)-5-ethyl-6-methyl-[1,2,4]triazolo[4,3-a]pyrazin-8-one